C(C1=CC=CC=C1)N([C@@H](C(C)C)CO)CC1=CC=CC=C1 (S)-N,N-dibenzylvalinol